FC=1C=CC(=C(C1)C(=O)N1C[C@@H](CC[C@H]1C)OC1=NC=CC(=C1)C#N)C1=NC=CC=N1 2-({(3R,6R)-1-[(5-fluoro-2-pyrimidin-2-ylphenyl)carbonyl]-6-methylpiperidin-3-yl}oxy)pyridine-4-carbonitrile